5-(2-methyl-4-benzoylphenylthio)phenylbis(4-fluorophenyl)sulfonium hexafluoroantimonate F[Sb-](F)(F)(F)(F)F.CC1=C(C=CC(=C1)C(C1=CC=CC=C1)=O)SC=1C=CC=C(C1)[S+](C1=CC=C(C=C1)F)C1=CC=C(C=C1)F